C(CC[C@@H](C(=O)O)NC(=O)C1=CC=C(NCC2=CN=C3N=C(N)NC(=O)C3=N2)C=C1)(=O)O[N+]#[C-] isocyano folate